3-[4-(2-amino-ethoxy)-3,5-dimethyl-phenyl]-6,8-dimethoxy-2H-isoquinolin-1-one NCCOC1=C(C=C(C=C1C)C=1NC(C2=C(C=C(C=C2C1)OC)OC)=O)C